C1(CC1)C1=NN(C(=C1)NC(C1=CC(=C(C=C1)C)OC1CN(C1)C=1C=NN2C1C=NC=C2)=O)C N-(3-cyclopropyl-1-methyl-1H-pyrazol-5-yl)-4-methyl-3-((1-(pyrazolo[1,5-a]pyrazin-3-yl)azetidin-3-yl)oxy)benzamide